C(C1=CC=CC=C1)O[C@H]1C[C@@H](N(C1)C(=O)OC(C)(C)C)COC1=C(C(=C(C(=C1)C)F)O[C@@H](CO[Si](C1=CC=CC=C1)(C1=CC=CC=C1)C(C)(C)C)C)C(=O)OC tert-Butyl (2R,4S)-4-(benzyloxy)-2-((3-(((R)-1-((tert-butyldiphenylsilyl)oxy)propan-2-yl)oxy)-4-fluoro-2-(methoxycarbonyl)-5-methylphenoxy)methyl)pyrrolidin-1-carboxylate